Decahydro-3H-spiro[furan-2,5'-[4,7]methanoindene] C1CCC2C3C4(CC(C12)C3)OCCC4